(R,S) and (S,S)-N'-((8-cyano-1,2,3,5,6,7-hexahydro-s-indacen-4-yl)carbamoyl)-2-(1,2-dihydroxypropan-2-yl)thiazole-5-sulfonimidamide C(#N)C=1C=2CCCC2C(=C2CCCC12)NC(=O)N=[S@](=O)(N)C1=CN=C(S1)[C@@](CO)(C)O |&1:18|